FC1=CC=C(C=C1)C1SCC(N1C=1SC=CN1)=O 2-(4-Fluorophenyl)-3-(1,3-thiazol-2-yl)-1,3-thiazolidin-4-one